4,5-dimethoxybenzocyclobutane COC1=CC2=C(CC2)C=C1OC